C(C)OC(=O)C1=CC2=C(N=C(N=C2)Cl)N1C1(CCCCC1)C#N 2-chloro-7-(1-cyanocyclohexyl)-7H-pyrrolo[2,3-d]pyrimidine-6-carboxylic acid ethyl ester